N-methyl-3-(6-methyl-1H-indol-2-yl)-N-(2-oxo-2-(2,2,3,3-tetramethylpiperidin-1-yl)ethyl)-4-(pyrrolidin-1-yl)benzenesulfonamide CN(S(=O)(=O)C1=CC(=C(C=C1)N1CCCC1)C=1NC2=CC(=CC=C2C1)C)CC(N1C(C(CCC1)(C)C)(C)C)=O